(S)-10-(4-(1H-pyrazol-1-yl)piperidin-1-yl)-9-fluoro-3-methyl-7-oxo-2,3-dihydro-7H-[1,4]oxazino[2,3,4-ij]quinoline-6-carboxylic acid N1(N=CC=C1)C1CCN(CC1)C1=C(C=C2C(C(=CN3C2=C1OC[C@@H]3C)C(=O)O)=O)F